FC1=CC(=C(C=C1)N1CCN(CC1)C(=O)C=1N=C(C2=C(N1)OC(=C2)C)NC2(CC2)C)S(=O)(=O)C [4-(4-fluoro-2-methylsulfonylphenyl)piperazine-1-carbonyl]-6-methyl-N-(1-methylcyclopropyl)furo[2,3-d]pyrimidin-4-amine